ClC1=C(C=CC=C1)C(C(=O)NC1CC(C1)(F)F)N(C(=O)[C@H]1N(C(CC1)=O)C1=NC=CC(=C1)C#N)C=1C=NC=C(C1)F (S)-N-(1-(2-chlorophenyl)-2-((3,3-difluorocyclobutyl)amino)-2-oxoethyl)-1-(4-cyanopyridin-2-yl)-N-(5-fluoropyridin-3-yl)-5-oxopyrrolidine-2-carboxamide